FC(C1=CC=C(C=C1)N1CC(NC2=CC=CC=C12)CN1C(C2=CC=CC=C2C1=O)=O)(F)F 2-((4-(4-(trifluoromethyl)phenyl)-1,2,3,4-tetrahydroquinoxalin-2-yl)methyl)isoindoline-1,3-dione